(R*)-(3-amino-4,5-dihydropyrano[3,4-c]pyrazol-2(7H)-yl)(8-chloro-1,2,3,4-tetrahydro-quinolin-4-yl)methanone NC1=C2C(=NN1C(=O)[C@@H]1CCNC3=C(C=CC=C13)Cl)COCC2 |o1:8|